C1(CC1)S(=O)(=O)N1C[C@H]([C@@H](CC1)NC1=NN2C(C=N1)=C(C=C2N2C[C@H](CC2)CC(F)(F)F)F)O (3R,4R)-1-(cyclopropylsulfonyl)-4-((5-fluoro-7-((R)-3-(2,2,2-trifluoroethyl)pyrrolidin-1-yl)pyrrolo[2,1-f][1,2,4]triazin-2-yl)amino)piperidin-3-ol